CN(CCCCN(C(C(C(C(C(C(C(C(F)(F)F)(F)F)(F)F)(F)F)(F)F)(F)F)(F)F)=O)C(CCCCCCCCC(=O)OCC(CCCC)CC)CCCCCCCCC(=O)OCC(CCCC)CC)C BIS(2-ETHYLHEXYL) 10-(N-(4-(DIMETHYLAMINO)BUTYL)-2,2,3,3,4,4,5,5,6,6,7,7,8,8,8-PENTADECAFLUOROOCTANAMIDO)NONADECANEDIOATE